FC(CN(CCC(C(=O)O)NC(CC1CCOCC1)=O)CCCCC1=NC=2NCCCC2C=C1)COC 4-[[2-fluoro-3-methoxy-propyl]-[4-(5,6,7,8-tetrahydro-1,8-naphthyridin-2-yl)butyl]amino]-2-[(2-tetrahydropyran-4-ylacetyl)amino]butanoic acid